C(C1=CC=CC=C1)N1CCC(CC1)NC1=NC=C(C=O)C=C1 6-[(1-BENZYL-4-PIPERIDYL)AMINO]NICOTINALDEHYDE